C[Si]1(O[Si](O[Si](O1)(C)CCSCCN)(C)CCSCCN)CCSCCN 2,2',2''-(((2,4,6-trimethyl-1,3,5,2,4,6-trioxatrisilinane-2,4,6-triyl)tris(ethane-2,1-diyl))tris(sulfanediyl))triethanamine